The molecule is a tRNA oligonucleotide comprised of a sequence of inosine, adenosine, guanosine, cytidine, 1-methylinosine and uridine residues connected by 3'->5' phosphodiester linkages and with a phosphoric residue at the 3'-terminus. CN1C=NC2=C(C1=O)N=CN2[C@H]3[C@@H]([C@@H]([C@H](O3)COP(=O)(O)O[C@@H]4[C@H](O[C@H]([C@@H]4O)N5C=CC(=NC5=O)N)COP(=O)(O)O[C@@H]6[C@H](O[C@H]([C@@H]6O)N7C=NC8=C7N=C(NC8=O)N)COP(=O)(O)O[C@@H]9[C@H](O[C@H]([C@@H]9O)N1C=NC2=C(N=CN=C21)N)COP(=O)(O)O[C@@H]1[C@H](O[C@H]([C@@H]1O)N1C=NC2=C1N=CNC2=O)CO)OP(=O)(O)OC[C@@H]1[C@H]([C@H]([C@@H](O1)N1C=CC(=O)NC1=O)O)OP(=O)(O)O)O